C(CCC=CC=CCC\C=C/CCCCC)O (10Z)-4,6,10-hexadecatrienyl alcohol